7-bromo-4-((cis-4-((Z)-(tert-butoxyimino)(phenyl)methyl)cyclohexyl)(methyl)amino)-6-chloro-1-methyl-2-oxo-1,2-dihydro-1,5-naphthyridine-3-carboxylic acid BrC1=C(N=C2C(=C(C(N(C2=C1)C)=O)C(=O)O)N(C)[C@@H]1CC[C@@H](CC1)/C(/C1=CC=CC=C1)=N/OC(C)(C)C)Cl